ClC1=NC(=CC=C1C(=O)OC(C)(C)C)N1N=C(C=C1)OCC12CC(C1)(C2)F Tert-Butyl 2-chloro-6-[3-[(3-fluoro-1-bicyclo[1.1.1]pentanyl)methoxy]pyrazol-1-yl]pyridine-3-carboxylate